3-(2-(4-(tert-butoxycarbonyl)piperazin-1-yl)pyrimidin-4-yl)-1H-indole-1-carboxylic acid C(C)(C)(C)OC(=O)N1CCN(CC1)C1=NC=CC(=N1)C1=CN(C2=CC=CC=C12)C(=O)O